3-(2,6-dichloro-3,5-dimethoxyphenyl)-1-ethyl-7-(3-methyl-1H-pyrazol-4-yl)-1,6-naphthyridin-2(1H)-one ClC1=C(C(=C(C=C1OC)OC)Cl)C=1C(N(C2=CC(=NC=C2C1)C=1C(=NNC1)C)CC)=O